5-bromo-3-methoxy-2,7-dimethylquinoline BrC1=C2C=C(C(=NC2=CC(=C1)C)C)OC